(2S,3R)-2-((3aS,4R,6aR)-4-(4-boronobutyl)octahydropyrrolo[3,4-b]pyrrole-4-carboxamido)-3-methylpentanoic acid B(O)(O)CCCC[C@]1(NC[C@@H]2NCC[C@@H]21)C(=O)N[C@H](C(=O)O)[C@@H](CC)C